methyl (R)-4-(2-ethylphenyl)-2-(fluoromethyl)-5-oxo-1,4,5,7-tetrahydrofuro[3,4-b]pyridine-3-carboxylate C(C)C1=C(C=CC=C1)[C@@H]1C2=C(NC(=C1C(=O)OC)CF)COC2=O